Potassium 3-hydroxybutyrate R-3-hydroxybutyrate O[C@@H](CC(=O)[O-])C.OC(CC(=O)O)C.[K+]